C(C)(=O)C=1C(=NC(=CC1)N1C=NC2=C1C=C(C=C2)NC=2N=NC(=CC2)C)N(C)CC2(CC2)C#N 1-[[[3-acetyl-6-[6-[(6-methylpyridazin-3-yl)amino]benzimidazol-1-yl]-2-pyridinyl]-methyl-amino]methyl]cyclopropanecarbonitrile